glyceryl-12-hydroxystearic acid C(C(O)CO)C(C(=O)O)CCCCCCCCCC(CCCCCC)O